BrC=1C(=NN(C1)C)C(=O)N1[C@H](CN(CC1)CCC1=CC=C(C=C1)F)C (4-Bromo-1-methyl-1H-pyrazol-3-yl)-{(S)-4-[2-(4-fluoro-phenyl)-ethyl]-2-methyl-piperazin-1-yl}-methanone